CN(C)CC1=C(C=CC(=N1)NC=1C=CC(=C2CNC(C12)=O)C1=CN=C2N1C=CC(=C2)F)OC2CCOCC2 7-[[6-[(dimethylamino)-methyl]-5-tetrahydropyran-4-yloxy-2-pyridyl]amino]-4-(7-fluoroimidazo[1,2-a]pyridin-3-yl)isoindolin-1-one